2,3-difluoro-6-iodobenzoic acid FC1=C(C(=O)O)C(=CC=C1F)I